3-ethoxy-4-((2-(2-(2-hydroxyethoxy)ethoxy)ethyl)amino)cyclobut-3-ene-1,2-dione C(C)OC=1C(C(C1NCCOCCOCCO)=O)=O